COC=1C=C(C(=O)NS(=O)(=O)C)C=CC1 3-methoxy-N-(methylsulfonyl)benzamide